C(C)(C)(C)C1CCC(CC1)NC(CCS(=O)(=O)O)C 3-(4-tert-butylcyclohexyl)aminobutane-1-sulfonic acid